6-((2-((3R,4S)-3-amino-4-fluoropiperidin-1-yl)-5,7-difluoro-1H-benzo[d]imidazol-1-yl)methyl)nicotinonitrile N[C@@H]1CN(CC[C@@H]1F)C1=NC2=C(N1CC1=NC=C(C#N)C=C1)C(=CC(=C2)F)F